FC(C(=O)O)(F)F.OCCN1C=2C=3C=CN=C(CCCCC(C(NC2C=N1)=O)C)C3 3-(2-hydroxyethyl)-9-methyl-3,4,7,15-tetraazatricyclo[12.3.1.02,6]Octadecan-1(18),2(6),4,14,16-pentaen-8-one trifluoroacetate salt